C12C(CC(CC1)O2)N 7-oxabicyclo[2.2.1]heptan-2-amine